(R)-N-(2-chloro-3'-(3-((3-hydroxypyrrolidin-1-yl)methyl)-1,7-naphthyridin-8-ylamino)-2'-methylbiphenyl-3-yl)-1-methyl-2-oxo-5-vinyl-1,2-dihydropyridine-3-carboxamide ClC1=C(C=CC=C1NC(=O)C=1C(N(C=C(C1)C=C)C)=O)C1=C(C(=CC=C1)NC=1N=CC=C2C=C(C=NC12)CN1C[C@@H](CC1)O)C